1-tert-butyl 2-methyl 4-(6-(3-(cyclopropylmethoxy)-4-(difluoromethoxy) phenyl) pyrazin-2-yl)-1H-pyrrole-1,2(2H,5H)-dicarboxylate C1(CC1)COC=1C=C(C=CC1OC(F)F)C1=CN=CC(=N1)C1=CC(N(C1)C(=O)OC(C)(C)C)C(=O)OC